tert-butyl 3-((cis-2-(((cis-4-isopropylcyclohexyl)oxy)methyl)-3-((methylsulfonyl)amino)piperidin-1-yl)carbonyl)azetidine-1-carboxylate C(C)(C)[C@H]1CC[C@H](CC1)OC[C@@H]1N(CCC[C@@H]1NS(=O)(=O)C)C(=O)C1CN(C1)C(=O)OC(C)(C)C